C(C)(C)(C)C1=NC(=CC=C1C=1CCN(CC1)C(=O)O)C(NC)=O.C(C=CCCCC)(=O)N[C@@H](CCC(N)=O)C(=O)O heptenoyl-glutamine tert-butyl-6-(methylcarbamoyl)-3',6'-dihydro-[3,4'-bipyridine]-1'(2'H)-carboxylate